CN1C=C(C=C1)C(=O)NC1=CC(=CC=C1)S(=O)(=O)C 1-methyl-N-(3-(methylsulfonyl)phenyl)-1H-pyrrole-3-carboxamide